5-methyl-1-(2-(((R)-((R)-7-(1-methyl-1H-pyrazol-4-yl)-1,2,3,4-tetrahydropyrido[2,3-b]pyrazin-3-yl)(phenyl)methyl)amino)ethyl)-1H-pyrazole-3-carbonitrile CC1=CC(=NN1CCN[C@H](C1=CC=CC=C1)[C@H]1CNC2=C(N1)N=CC(=C2)C=2C=NN(C2)C)C#N